N1CC(=CC1)C=1C=C(C=NC1)C=1C=NC2=CC=C(C=C2C1)C=1N=CNC1C1=NC(=CC=C1)C 3-[5-(2,5-dihydro-1H-pyrrol-3-yl)-3-pyridyl]-6-[5-(6-methyl-2-pyridyl)-1H-imidazol-4-yl]quinoline